[N+](=O)([O-])C1=CC=C2C(=CNC2=C1)CC1=CNC=2C=CC=C(C12)CC(=O)O 3-((6-nitro-1H-indol-3-yl)methyl)-1H-indol-4-acetic acid